C1(C(C(C(C(C1[2H])([2H])[2H])([2H])[2H])([2H])[2H])([2H])[2H])([2H])C=1C(=C(C(=C(C1)C1=CC=CC=2OC3=C(C21)C=CC=C3)[2H])C3=NN=NC=C3)C3(C(C(C(C(C3[2H])([2H])[2H])([2H])[2H])([2H])[2H])([2H])[2H])[2H] [(diphenyl-d10)triazinylphenyl-d]dibenzofuran